2-Chloro-6-(trifluoromethyl)quinoline ClC1=NC2=CC=C(C=C2C=C1)C(F)(F)F